ClC=1C=C(C=CC1C(F)(F)F)NC(NCCCN1N=C2C=CC=CC2=C1C(=O)N)=O 2-(3-(3-(3-chloro-4-(trifluoromethyl)phenyl)ureido)propyl)-2H-indazole-3-carboxamide